ClC=1C=C(CC=2C=CC(=NC2)NC(=O)C=2N=NC(=CC2)CO)C=CC1 N-(5-(3-chlorobenzyl)pyridin-2-yl)-6-(hydroxymethyl)pyridazine-3-carboxamide